yttrium lead borate B([O-])([O-])[O-].[Pb+2].[Y+3]